C(C)C(C(CC)CC)P(O)(=O)C(CCCCC)CCCC (1,2-diethylbutyl)(1-butylhexyl)phosphinic acid